ClC1=CC2=C(C=N1)C(N(C2CC2=C(C=NN2C)Cl)CC2CC1(C2)OC(NC1)=O)=O 2-((6-chloro-1-((4-chloro-1-methyl-1H-pyrazol-5-yl)methyl)-3-oxo-1,3-dihydro-2H-pyrrolo[3,4-c]pyridin-2-yl)methyl)-5-oxa-7-azaspiro[3.4]octan-6-one